6-(morpholinomethyl)benzo[b]thiophene-2-carboxylic acid O1CCN(CC1)CC=1C=CC2=C(SC(=C2)C(=O)O)C1